C1(CCC1)N1CCN(CCC1)C(=O)C=1C=NC(=CC1)OC1=CC=C(C=C1)F (4-cyclobutyl-1,4-diazepan-1-yl)(6-(4-fluorophenoxy)pyridin-3-yl)methanone